BrC1=CC(=C(C(=O)O)C=C1)N(C)C1CCC1 4-bromo-2-(cyclobutyl(methyl)amino)benzoic acid